sec-pentyl-p-chlorophenol C(C)(CCC)C1=C(C=CC(=C1)Cl)O